2-[6-amino-5-(difluoromethoxy)pyridin-3-yl]-N-[(1S)-1-(3-chloropyridin-4-yl)ethyl]-6,7-dihydrospiro[pyrazolo[5,1-c][1,4]oxazine-4,3'-pyrrolidine]-1'-carboxamide NC1=C(C=C(C=N1)C1=NN2C(=C1)C1(CN(CC1)C(=O)N[C@@H](C)C1=C(C=NC=C1)Cl)OCC2)OC(F)F